magnesium calcium silicate salt [Si]([O-])([O-])([O-])[O-].[Ca+2].[Mg+2]